bis(piperidyl)-phenylphosphine oxide N1(CCCCC1)P(C1=CC=CC=C1)(N1CCCCC1)=O